2-(4-hydroxymethyl-phenyl)benzofuran-3-formic acid OCC1=CC=C(C=C1)C=1OC2=C(C1C(=O)O)C=CC=C2